FC=1C=C2C(=NC1)N(N=C2C)C2OCCCC2 5-fluoro-3-methyl-1-(tetrahydro-2H-pyran-2-yl)-1H-pyrazolo[3,4-b]Pyridine